N-(2,2-dimethyl-6-morpholino-3H-benzofuran-5-yl)-6-hydroxy-pyridazine-3-carboxamide CC1(OC2=C(C1)C=C(C(=C2)N2CCOCC2)NC(=O)C=2N=NC(=CC2)O)C